bromo-3-methoxy-2-(trifluoromethyl)pyridine BrC1=C(C(=NC=C1)C(F)(F)F)OC